5-(5-cyano-2-cyclopropylpyrimidin-4-yl)-N-methyl-3-(p-tolyl)-3a,4,5,6-tetrahydro-6aH-pyrrolo[3,4-d]isoxazole-6a-carboxamide C(#N)C=1C(=NC(=NC1)C1CC1)N1CC2C(=NOC2(C1)C(=O)NC)C1=CC=C(C=C1)C